C1(CC1)C(=O)NC1=NN2C(C=CC(=C2)C=2C=C(C(=NC2)C)NC(=O)N2OCC[C@H]2C2=CC=CC=C2)=N1 (S)-N-(5-(2-(cyclopropanecarboxamido)-[1,2,4]triazolo[1,5-a]pyridin-6-yl)-2-methylpyridin-3-yl)-3-phenylisooxazolidine-2-carboxamide